ClC1=C(OC2=CC=NC3=CC(=C(C=C23)OC)OCC(=O)[O-])C=CC=C1NC(=O)C1(CC1)C(NC1=CC=C(C=C1)F)=O.[K+] Kalium 2-[[4-[2-chloro-[[1-[(4-fluorophenyl)carbamoyl] cyclopropanecarbonyl] amino]phenoxy]-6-methoxy-7-quinolyl]oxy]acetat